2,2-bis(4-(3,4-dicarboxyphenoxy)benzyl)propane C(=O)(O)C=1C=C(OC2=CC=C(CC(C)(C)CC3=CC=C(C=C3)OC3=CC(=C(C=C3)C(=O)O)C(=O)O)C=C2)C=CC1C(=O)O